N=1C(=CN2C1CNCC2)C(=O)[O-] 5H,6H,7H,8H-imidazo[1,2-a]pyrazine-2-carboxylate